BrC1=CC=CC(=C1C1=CC=CC=C1)NC1=C(C(=O)O)C=CC=C1 2-((6-bromo-[1,1'-biphenyl]-2-yl)amino)benzoic acid